N-(1-methylindazol-7-yl)-1-{4H,6H,7H-pyrazolo[3,2-c][1,4]oxazin-3-yl}pyrazole-4-sulfonamide CN1N=CC2=CC=CC(=C12)NS(=O)(=O)C=1C=NN(C1)C=1C=NN2C1COCC2